C(C)(C)(C)C=1CNC2=CC=CC=C2C1C(=O)NC1=NC(=CC=C1)C1=NN=CN1C(C)C 3-(tert-butyl)-N-(6-(4-isopropyl-4H-1,2,4-triazol-3-yl)pyridin-2-yl)-1,2-dihydroquinoline-4-carboxamide